C(C)(C)(C)OC(=O)N1CC=2C(NC=3C=NC4=C(C3C2CC1)C=C(C(=C4F)C4=C(C=CC=C4OCC4=CC=C(C=C4)OC)F)Cl)=O 11-chloro-9-fluoro-10-(2-fluoro-6-((4-methoxybenzyl)oxy)phenyl)-5-oxo-1,4,5,6-tetrahydrobenzo[f]pyrido[3,4-c][1,7]naphthyridine-3(2H)-carboxylic acid tert-butyl ester